(R)-N-(8,9-difluoro-6-oxo-1,4,5,6-tetrahydro-2H-pyrano[3,4-c]isoquinolin-1-yl)-5-fluoro-N-methyl-1H-pyrrolo[2,3-c]pyridine-2-carboxamide FC=1C(=CC=2C3=C(NC(C2C1)=O)COC[C@@H]3N(C(=O)C3=CC=1C(=CN=C(C1)F)N3)C)F